(Z)-N-(2-(Diethylamino)ethyl)-2,4-dimethyl-5-((6-methyl-2-oxoindolin-3-ylidene)methyl)-1H-pyrrole-3-carboxamide C(C)N(CCNC(=O)C1=C(NC(=C1C)\C=C\1/C(NC2=CC(=CC=C12)C)=O)C)CC